FC(C1=CC=C(C=N1)N1C=CC=2C1=NC=C(C2)CN2CCC1(COC1)CC2)(F)F 7-((1-(6-(Trifluoromethyl)pyridin-3-yl)-1H-pyrrolo[2,3-b]pyridin-5-yl)methyl)-2-oxa-7-azaspiro[3.5]nonane